CC1=NNC(=C1C1=NNC2=NC(=CN=C21)C2CC(C1(C2)CCNCC1)N)C 3-(3-(3,5-dimethyl-pyrazol-4-yl)-1H-pyrazolo[3,4-b]pyrazin-6-yl)-8-azaspiro-[4.5]decan-1-amine